The molecule is an N-acyl-L-amino acid that is the N-heptanoyl derivative of L-homoserine. It is a non-proteinogenic amino acid derivative and a N-acyl-L-amino acid. It derives from a L-homoserine. CCCCCCC(=O)N[C@@H](CCO)C(=O)O